1-Tert-butyl 3-ethyl-4-hydroxy-pyrrolidine-1-carboxylate C(C)C1CN(CC1O)C(=O)OC(C)(C)C